CN1C=NC(=C1)S(=O)(=O)N1CCC(CC1)NC1=NC=C(C(=N1)C=1C=NN(C1)C1=C(C=C(C=C1)CN1CCN(CC1)C)C)C#N 2-((1-((1-Methyl-1H-imidazol-4-yl)sulfonyl)piperidin-4-yl)amino)-4-(1-(2-methyl-4-((4-methylpiperazin-1-yl)methyl)phenyl)-1H-pyrazol-4-yl)pyrimidine-5-carbonitrile